γ-Methacryloylpropyltriethoxysilane C(C(=C)C)(=O)CCC[Si](OCC)(OCC)OCC